BrC1=C(C(=C(C=N1)N)N)F 6-bromo-5-fluoropyridine-3,4-diamine